5-[(3S)-3-amino-1-piperidyl]-7-(2-fluoro-6-methyl-phenyl)isoquinolin-3-amine N[C@@H]1CN(CCC1)C1=C2C=C(N=CC2=CC(=C1)C1=C(C=CC=C1C)F)N